5,6-dibromo-4-methyl-2-cyclohexene-1-amine BrC1C(C=CC(C1Br)N)C